3-(((4,4-bis(oct-3-yn-1-yloxy)butanoyl)oxy)methyl)-5-(hydroxymethyl)benzyl (9Z,12Z)-octadeca-9,12-dienoate C(CCCCCCC\C=C/C\C=C/CCCCC)(=O)OCC1=CC(=CC(=C1)CO)COC(CCC(OCCC#CCCCC)OCCC#CCCCC)=O